NC=1C=C(C=C(C1)C(F)(F)F)[C@@H](C)NC1=CC(=NC2=CC(=CC=C12)OC)C 4-(((R)-1-(3-amino-5-(trifluoromethyl)phenyl)ethyl)amino)-7-methoxy-2-methylquinoline